C(#N)C1=CC(=C(OC=2N=NC(=C(C2C(=O)O)C)C(F)(F)F)C=C1)C 3-(4-cyano-2-methyl-phenoxy)-5-methyl-6-(trifluoromethyl)pyridazine-4-carboxylic acid